C(C)N[C@@H]([C@@H](C)CC)C(=O)O ethyl-isoleucine